(2-(bromomethyl)phenethyl)(tert-butyl)diphenylsilane BrCC1=C(CC[Si](C2=CC=CC=C2)(C2=CC=CC=C2)C(C)(C)C)C=CC=C1